C(N)(=O)C=1C(=NC(=C(N1)CC)Cl)NC=1C=C(OCCCNC(OC(C)(C)C)=O)C=CC1 tert-butyl (3-(3-((3-carbamoyl-6-chloro-5-ethylpyrazin-2-yl)amino)phenoxy)propyl)carbamate